2-((5-methylbenzofuran-2-yl)methyl)-5-phenyl-2,7-naphthyridin-1(2H)-one CC=1C=CC2=C(C=C(O2)CN2C(C3=CN=CC(=C3C=C2)C2=CC=CC=C2)=O)C1